O1CCN(CC1)CC(=O)OC1=C(C=CC=C1)\N=N\C=1C(=NC(=CC1)NC(CN)=O)N (E)-2-((2-amino-6-(2-aminoacetamido)pyridin-3-yl)diazenyl)phenyl 2-morpholinoacetate